tert-butyl (3R,4R)-3-(4-(6-(ethoxymethoxy)-2-fluoro-3-methoxybenzoyl)benzamido)-4-(isonicotinamido)pyrrolidine-1-carboxylate C(C)OCOC1=CC=C(C(=C1C(=O)C1=CC=C(C(=O)N[C@@H]2CN(C[C@H]2NC(C2=CC=NC=C2)=O)C(=O)OC(C)(C)C)C=C1)F)OC